(E)-1-(4-Nitrophenyl)-3-[4-[(2S,3R,4R,5S,6R)-3,4,5-trihydroxy-6-(hydroxymethyl)oxan-2-yl]oxyphenyl]prop-2-en-1-one [N+](=O)([O-])C1=CC=C(C=C1)C(\C=C\C1=CC=C(C=C1)O[C@@H]1O[C@@H]([C@H]([C@H]([C@H]1O)O)O)CO)=O